C(C)(C)(C)C=1C(=C(C(=O)O)C=CC1)O tert-butylhydroxybenzoic acid